OCCCNCCCCCCCC(=O)OC(CCCCCCCC)CCCCCCCC heptadecan-9-yl 8-((3-hydroxypropyl)amino)octanoate